CN(C)C(C(=O)O)CC=O (dimethylamino)-4-oxo-butanoic acid